COC=1N=C2C(=CC=NC2=CC1OC)OC1=C(C=C(C=C1)NC(=O)C1=C(N(C(=C(C1=O)N1CCCCC1)C)C)C)F N-[4-[(6,7-dimethoxy-1,5-naphthyridin-4-yl)oxy]-3-fluorophenyl]-1,2,6-trimethyl-4-oxo-5-piperidin-1-ylpyridine-3-carboxamide